ClC=1C=C(C=CC1F)C1=CN(C=2N=CN(C(C21)=O)CC(=O)N2CC(C2)(F)F)C 5-(3-chloro-4-fluorophenyl)-3-(2-(3,3-difluoroazetidin-1-yl)-2-oxoethyl)-7-methyl-3H-pyrrolo[2,3-d]pyrimidin-4(7H)-one